CC=1NC2=CC=C(C=C2C1C)C=O 2,3-DIMETHYL-1H-INDOLE-5-CARBALDEHYDE